4-[2-tert-butoxyethyl-[4-(5,6,7,8-tetrahydro-1,8-naphthyridin-2-yl)butyl]amino]-2-[[1-(4-chloro-2-methyl-pyrazol-3-yl)cyclopropanecarbonyl]amino]butanoic acid C(C)(C)(C)OCCN(CCC(C(=O)O)NC(=O)C1(CC1)C=1N(N=CC1Cl)C)CCCCC1=NC=2NCCCC2C=C1